2-ethylhexyl 3-((4-((tert-butoxycarbonyl)amino)-3-fluoropyridin-2-yl)thio)propanoate C(C)(C)(C)OC(=O)NC1=C(C(=NC=C1)SCCC(=O)OCC(CCCC)CC)F